8-isopropyl-2-mercaptopyrazolo[1,5-a][1,3,5]triazin-4-ol C(C)(C)C=1C=NN2C1N=C(N=C2O)S